COC(CCCCOCC(COCCCCCCCCC1C(C1)CCCCCCCC)N(C)C)=O.C1(=CC=CC=C1)P(C1=C(C=CC=C1)OC)C1=CC=CC=C1 Diphenyl-(2-methoxyphenyl)phosphine methyl-5-(2-(dimethylamino)-3-((8-(2-octylcyclopropyl)octyl)oxy)propoxy)pentanoate